8-bromo-5-methoxy-[1,2,4]triazolo[1,5-a]pyridine BrC=1C=2N(C(=CC1)OC)N=CN2